FC=1C=C(C=CC1OC1=C2C(=NC=C1)NN=C2NC[C@@H](C)O)NC(=O)C=2C(N(N=CC2)C2=CC=C(C=C2)F)=O (R)-N-(3-Fluoro-4-((3-((2-hydroxypropyl)amino)-1H-pyrazolo[3,4-b]pyridin-4-yl)oxy)phenyl)-2-(4-fluorophenyl)-3-oxo-2,3-dihydropyridazin-4-carboxamid